O=C(CNC(CN(S(=O)(=O)C)C1CCN(CC1)C(C)C1=CC=NC2=CC=CC=C12)=O)NCC#C N-(2-oxo-2-(prop-2-yn-1-ylamino)ethyl)-2-(N-(1-(1-(quinolin-4-yl)ethyl)piperidin-4-yl)methylsulfonamido)acetamide